1-((5,5-dimethyl-1,3-dioxan-2-yl)methyl)-N-methyl-1H-1,2,3-triazol-4-amine CC1(COC(OC1)CN1N=NC(=C1)NC)C